N[C@@H](CC(=O)OCC)C1=CC(=CC(=C1)C(F)(F)F)Br Ethyl (S)-3-amino-3-(3-bromo-5-(trifluoromethyl)phenyl)propanoate